ClC=1C=C2CC(N(C2=CC1)CC(=O)NC1CCCCCC1)=O 2-(5-chloro-2-oxo-2,3-dihydro-1H-indol-1-yl)-N-cycloheptylacetamide